(R)-7-hydroxy-2-(trifluoromethyl)-2,3-dihydropyrido[2,3-f][1,4]oxazepine-4(5H)-carboxylic acid tert-butyl ester C(C)(C)(C)OC(=O)N1C[C@@H](OC2=C(C1)N=C(C=C2)O)C(F)(F)F